tert-butyl 1-((1r,4r)-4-((4-(2,6-dioxopiperidin-3-yl)pyridin-2-yl)amino)cyclohexane-1-carbonyl)piperidine-4-carboxylate O=C1NC(CCC1C1=CC(=NC=C1)NC1CCC(CC1)C(=O)N1CCC(CC1)C(=O)OC(C)(C)C)=O